COC1=C(C=NC(=C1)N1N=CC=C1)N 4-meth-oxy-6-(1H-pyrazol-1-yl)pyridin-3-amine